2-azido-ethyl-3,3-difluoro-2-oxopropanal N(=[N+]=[N-])CCC(C(C=O)=O)(F)F